2-((2-amino-6-oxo-1H-purin-9(6H)-yl)methylene)-1-(hydroxymethyl)cyclopropaneN NC=1NC(C=2N=CN(C2N1)C=C1C(=C1)CO)=O